(Z)-2-(5-Fluoro-2-methyl-1-(4-(2-phenoxyethyl)benzylidene)-1H-inden-3-yl)acetic acid FC=1C=C2C(=C(/C(/C2=CC1)=C/C1=CC=C(C=C1)CCOC1=CC=CC=C1)C)CC(=O)O